NC1(CN(C1)C=1N=CC(=NC1)C(=O)NC=1C=C(C=C2C=CC=NC12)F)C 5-(3-amino-3-methylazetidin-1-yl)-N-(6-fluoroquinolin-8-yl)pyrazine-2-carboxamide